FC=1C=CC=C2C=3N=CC(=C(C[C@]4(C[C@H](CC4)NS(=O)(=O)C)C=4OC=C(COC12)N4)C3)F N-[(1'S,14R)-6,17-difluorospiro[8,12-dioxa-19,21-diazatetracyclo[14.3.1.110,13.02,7]henicosa-1(20),2,4,6,10,13(21),16,18-octaene-14,3'-cyclopentane]-1'-yl]methanesulfonamide